5-chloro-2-[3-(t-butyl)-2-hydroxy-5-methylphenyl]-2H-benzotriazol ClC1=CC=2C(=NN(N2)C2=C(C(=CC(=C2)C)C(C)(C)C)O)C=C1